C(C)OC=1C(=CC2=CN(N=C2C1)C)C(=O)NC1=CC=C(N=N1)N1C[C@@H](N(CC1)C(=O)OC(C)OC(C(C)C)=O)C 1-(isobutyryloxy)ethyl (2S)-4-(6-(6-ethoxy-2-methyl-2H-indazole-5-carboxamido)pyridazin-3-yl)-2-methylpiperazine-1-carboxylate